C(C)(C)(C)C=1C=C(C(=C(C1)C1=CC=CC=C1)NC1=CC(=CC=C1)N1C2=CC=C(C=C2C=2C=C(C=CC12)C(C)(C)C)C(C)(C)C)C1=CC=CC=C1 5'-(tert-butyl)-N-(3-(3,6-di-tert-butyl-9H-carbazol-9-yl)phenyl)-[1,1':3',1''-terphenyl]-2'-amine